1-[(2-bromopyridin-3-yl)methyl]-1H-1,2,3-triazole-4-carbonitrile BrC1=NC=CC=C1CN1N=NC(=C1)C#N